C(C)(C)(C)OC(=O)C1NCCC1 Pyrrolidine-2-carboxylic acid tert-butyl ester